(S)-4-(2-amino-2-phenylacetylamino)-2-chlorobenzoic acid tert-butyl ester C(C)(C)(C)OC(C1=C(C=C(C=C1)NC([C@H](C1=CC=CC=C1)N)=O)Cl)=O